N-(4-{[6-(5-chloro-2-fluorophenyl)-3-[2-(dimethylamino)ethoxy]pyridazin-4-yl]amino}pyridin-2-yl)cyclopropanecarboxamide ClC=1C=CC(=C(C1)C1=CC(=C(N=N1)OCCN(C)C)NC1=CC(=NC=C1)NC(=O)C1CC1)F